((7-(benzyloxy)heptan-2-yl)oxy)-1-fluoro-4-nitrobenzene C(C1=CC=CC=C1)OCCCCCC(C)OC1=C(C=CC(=C1)[N+](=O)[O-])F